rac-(R)-6-(3-fluoropiperidin-1-yl)quinoline-4-carboxylic acid F[C@H]1CN(CCC1)C=1C=C2C(=CC=NC2=CC1)C(=O)O |r|